NC1=C(C(=NC=C1C=O)Cl)F 4-Amino-6-chloro-5-fluoronicotinaldehyde